1-Bromo-2-(1-chloro-1-methylethyl)benzol BrC1=C(C=CC=C1)C(C)(C)Cl